2-((2-(3-((2-ethylhexyl)oxy)-5-pentadecylphenoxy)ethyl)(octadecyl)amino)ethanol methyl-2,6-dihydroxy-3-nitrobenzoate CC1=C(C(=C(C(=O)OCCN(CCCCCCCCCCCCCCCCCC)CCOC2=CC(=CC(=C2)CCCCCCCCCCCCCCC)OCC(CCCC)CC)C(=C1)O)O)[N+](=O)[O-]